C(CC)NP(N)(N)=S n-propyl-thiophosphoric triamide